ClC=1C=CC(=C(C1)NC(=O)NC1=CC(=NC=C1)Cl)CCO 1-[5-chloro-2-(2-hydroxyethyl)phenyl]-3-(2-chloropyridin-4-yl)urea